tetrabutylazanium C(CCC)[N+](CCCC)(CCCC)CCCC